(7E)-11-chloro-1,1-dihexyloxy-7-undecene ClCCC/C=C/CCCCCC(OCCCCCC)OCCCCCC